CC1=CC=CC(=N1)C1=C(N=C(N1)CC=1C=C(C(=O)N)C=CC1)C=1C=C2N=CC=NC2=CC1 3-((5-(6-methylpyridin-2-yl)-4-(quinoxalin-6-yl)-1H-imidazol-2-yl)methyl)benzamide